2-bromo-1,4-bis(1-methoxy-1-methyl-ethoxymethyl)benzene tert-butyl-4-[2-[6-[2-cyano-3-(cyclobutylsulfonylamino)-6-fluoro-phenoxy]-4-oxo-quinazolin-3-yl]ethyl]piperidine-1-carboxylate C(C)(C)(C)OC(=O)N1CCC(CC1)CCN1C=NC2=CC=C(C=C2C1=O)OC1=C(C(=CC=C1F)NS(=O)(=O)C1CCC1)C#N.BrC1=C(C=CC(=C1)COC(C)(OC)C)COC(C)(C)OC